N-(3-((3-((2-(4-methoxyphenyl)quinolin-4-yl)amino)propyl)methylamino)propyl)acetamide COC1=CC=C(C=C1)C1=NC2=CC=CC=C2C(=C1)NCCCN(CCCNC(C)=O)C